8-chloro-2-[1-[1-(3,3-difluorocyclobutyl)-1-methyl-ethyl]pyrazol-4-yl]-7-[(2-methyl-3H-benzimidazol-5-yl)oxy]quinoxaline ClC=1C(=CC=C2N=CC(=NC12)C=1C=NN(C1)C(C)(C)C1CC(C1)(F)F)OC1=CC2=C(N=C(N2)C)C=C1